IC1=NN(C2=CC(=CC=C12)\C=C/1\C(NCC1C1=CC=CC=C1)=O)C1OCCCC1 (3E)-3-((3-iodo-1-(tetrahydropyran-2-yl)-1H-indazol-6-yl)methylene)-4-Phenylpyrrolidin-2-one